Trans-4-(5-Acetyl-3-(7-(Difluoromethyl)-6-(1-Methyl-1H-Pyrazol-4-Yl)-3,4-Dihydroquinolin-1(2H)-Yl)-4,5,6,7-Tetrahydro-1H-Pyrazolo[4,3-c]Pyridin-1-Yl)Cyclohexane-1-Carbaldehyde C(C)(=O)N1CC2=C(CC1)N(N=C2N2CCCC1=CC(=C(C=C21)C(F)F)C=2C=NN(C2)C)[C@@H]2CC[C@H](CC2)C=O